COC(C)=O.S1C(=CC=C1)CCN (2-thiopheneethylamine) methyl-acetate